1,1a,2,7b-tetrahydro-cyclopropa[c]chromene-4-carboxylic acid C1C2COC3=C(C=CC=C3C21)C(=O)O